C(C=C)(=O)OCCOC(C=C)=O ethylenglycol diacrylate